FC=1C2=C(C=NC1N1CCN(CC1)C(C)=O)N=C(N2)C=2NC=C(C2)C(C2=C(C=CC=C2)C(F)(F)F)=O 1-(4-(7-fluoro-2-(4-(2-(trifluoromethyl)benzoyl)-1H-pyrrol-2-yl)-1H-imidazo[4,5-c]pyridin-6-yl)piperazin-1-yl)ethanone